Francium decanoate C(CCCCCCCCC)(=O)[O-].[Fr+]